C(CCC(=O)O)(=O)O.C(CCCC)(O)O pentane-diol succinate